C(C)(C)(C)OC(CCN(N(C(CCN1C(C=CC1=O)=O)=O)CCC(=O)OC(C)(C)C)C(CCN1C(C=CC1=O)=O)=O)=O 3,3'-(1,2-bis(3-(2,5-dioxo-2,5-dihydro-1H-pyrrol-1-yl)propanoyl)hydrazine-1,2-diyl)dipropanoic acid di-tert-butyl ester